6-iodo-8-(4-(trifluoromethoxy)phenyl)-5-vinylquinoxaline IC=1C(=C2N=CC=NC2=C(C1)C1=CC=C(C=C1)OC(F)(F)F)C=C